FC1=CC(=C(C=C1N)NC1=NC=CC(=N1)C1=CN(C2=CC=CC=C12)C)OC N-(4-fluoro-2-methoxy-5-aminophenyl)-4-(1-methyl-1H-indol-3-yl)pyrimidine-2-amine